C(#CCCCCC)C(=O)OC methyl heptynylformate